(S)-8-(3-(1-(2-cyclohexylethyl)piperidin-3-yl)-5-oxo-4,5-dihydro-1H-1,2,4-triazol-1-yl)-3,4-dihydroquinolin-2(1H)-one C1(CCCCC1)CCN1C[C@H](CCC1)C1=NN(C(N1)=O)C=1C=CC=C2CCC(NC12)=O